N-[3-(6-bromo-1,3-benzothiazol-2-yl)-1-bicyclo[1.1.1]pentanyl]-3-(1-methylsulfonylcyclopropyl)-1,2,4-thiadiazole-5-carboxamide BrC1=CC2=C(N=C(S2)C23CC(C2)(C3)NC(=O)C3=NC(=NS3)C3(CC3)S(=O)(=O)C)C=C1